O=C1NC(CCC1N1C(C2=CC(=C(C=C2C1=O)OC)OC1CC(C1)N(CC1CCNCC1)C(C)C)=O)=O 2-(2,6-dioxopiperidin-3-yl)-5-methoxy-6-[(1r,3r)-3-[isopropyl(piperidin-4-ylmethyl)amino]cyclobutoxy]isoindole-1,3-dione